hexylpivalate C(CCCCC)CC(C(=O)[O-])(C)C